2-hydroxybutyl-glutarimide OC(CC1C(=O)NC(CC1)=O)CC